(R)-N-((1-Cyanopyrrolidin-3-yl)methyl)-1-phenyl-1H-imidazol-4-carboxamid C(#N)N1C[C@H](CC1)CNC(=O)C=1N=CN(C1)C1=CC=CC=C1